CC1=CC=C(N=N1)OC=1C=CC=2N(C1)N=CC2C2=CC=C(C(=N2)C=2C(=NN(C2)CC(F)(F)F)C)C(C)O 1-[6-[6-(6-methylpyridazin-3-yl)oxypyrazolo[1,5-a]pyridin-3-yl]-2-[3-methyl-1-(2,2,2-trifluoroethyl)pyrazol-4-yl]pyridin-3-yl]ethanol